NC=1C=C(C(=NC1)C(F)(F)F)C=O 5-AMINO-2-TRIFLUOROMETHYL-PYRIDINE-3-CARBALDEHYDE